ClC1=C(C=C(C(=O)N2CCC3(CC2)CCC(CC3)CN3C2CN(CC3CC2)C(=O)OC(C)(C)C)C=C1)N1C(NC(CC1)=O)=O tert-butyl 8-((3-(4-chloro-3-(2,4-dioxotetrahydropyrimidin-1(2H)-yl) benzoyl)-3-azaspiro[5.5]undecan-9-yl) methyl)-3,8-diazabicyclo[3.2.1]octane-3-carboxylate